FC1=CC=C(C=C1)C=1N=CN(C1C1=C2C(=NC=C1)NC=C2)CC(=O)O 2-[4-(4-fluorophenyl)-5-{1H-pyrrolo[2,3-b]Pyridin-4-yl}-1H-imidazol-1-yl]Acetic acid